C1(CCC(CC1)C(=O)Cl)C(=O)Cl 1,4-cyclohexanedicarboxylic acid chloride